C(C=C)N(CC=C)CCCP([O-])(=O)[O-].[Na+].[Na+] disodium 3-(N,N-diallylamino)propanephosphonate